6-chloro-4-(6-chloroindolin-1-yl)pyrido[3,2-d]pyrimidine ClC=1C=CC=2N=CN=C(C2N1)N1CCC2=CC=C(C=C12)Cl